C(=C)SCC(CO)O 3-(vinylthio)propane-1,2-diol